C(C)C=1SC(=C(C1COC(C)=O)C)Br Ethyl-3-(acetoxymethyl)-5-bromo-4-methylthiophene